(R)-N-(5-(3-hydroxypyrrolidin-1-yl)-2-morpholinothiazolo[4,5-b]pyridin-6-yl)-2-(2-methylpyridin-4-yl)oxazole-4-carboxamide O[C@H]1CN(CC1)C1=C(C=C2C(=N1)N=C(S2)N2CCOCC2)NC(=O)C=2N=C(OC2)C2=CC(=NC=C2)C